BrC=1N=C(C=C2C1OCC2(C(=O)O)C)I 7-bromo-5-iodo-3-methyl-2,3-dihydrofuro[2,3-c]pyridine-3-carboxylic acid